COC(=O)C=1C2=C(N=C(C1)Cl)N(C=C2)C2CC(C2)(F)F C6-chloro-1-(3,3-difluorocyclobutyl)-1H-pyrrolo[2,3-b]pyridine-4-carboxylic acid methyl ester